N-methyl-N-(2-(3-(1-methyl-2,3-dihydro-1H-pyrrolo[2,3-c]pyridin-5-yl)-1,2,4-thiadiazol-5-ylamino)-5-(trifluoromethyl)pyridin-3-yl)acetamide CN(C(C)=O)C=1C(=NC=C(C1)C(F)(F)F)NC1=NC(=NS1)C=1C=C2C(=CN1)N(CC2)C